4-Chloro-3-(difluoromethoxy)-1-trityl-pyrazolo[4,3-c]pyridine ClC1=NC=CC2=C1C(=NN2C(C2=CC=CC=C2)(C2=CC=CC=C2)C2=CC=CC=C2)OC(F)F